O[C@@H](CCC)C1=CC(=C(C=N1)C=1C=2N(C3=CC(=NC=C3C1)NC(=O)C1COC1)C=CN2)C (S)-N-(4-(6-(1-hydroxybutyl)-4-methylpyridin-3-yl)imidazo[1,2-a][1,6]naphthyridin-8-yl)oxetane-3-carboxamide